ClC1=NC(=C(C2=C1CC(C2)(C)C)C#N)Cl 1,3-Dichloro-6,7-dihydro-6,6-dimethyl-5H-cyclopenta[c]pyridine-4-carbonitrile